The molecule is a glycosylglycerol derivative that is 1,2-ditetradecanoylglycerol in which the hydroxy hydrogen at position 3 has been replaced by a 6-sulfoquinovopyranosyl residue. It has a role as a mouse metabolite and a rat metabolite. It derives from a tetradecanoic acid and a 6-sulfo-D-quinovose. CCCCCCCCCCCCCC(=O)OCC(COC1[C@@H]([C@H]([C@@H]([C@H](O1)CS(=O)(=O)O)O)O)O)OC(=O)CCCCCCCCCCCCC